C(CCC)[Li].[Li] lithium compound with n-butyllithium